CN1C=NC2=C1C=CC(=C2)B2OC(C(O2)(C)C)(C)C 1-methyl-5-(4,4,5,5-tetramethyl-1,3,2-dioxaborolan-2-yl)benzimidazole